methyl 6-(1,4-dimethyl-1H-1,2,3-triazol-5-yl)-2-methyl-4-(phenyl (tetrahydro-2H-pyran-4-yl) methyl)-2,4-dihydropyrazolo[3',4':4,5]pyrrolo[3,2-b]pyridine-3-carboxylate CN1N=NC(=C1C=1C=C2C(=NC1)C=1C(N2C(C2CCOCC2)C2=CC=CC=C2)=C(N(N1)C)C(=O)OC)C